methyl-2-[(4-{1-[(4-chloro-2-fluorophenyl) methyl]-1H-pyrrolo[2,3-b]pyridin-6-yl}-2-fluorophenyl) methyl]-1-{[(2S)-oxetan-2-yl] methyl}-1H-1,3-benzodiazole-6-carboxylate COC(=O)C=1C=CC2=C(N(C(=N2)CC2=C(C=C(C=C2)C2=CC=C3C(=N2)N(C=C3)CC3=C(C=C(C=C3)Cl)F)F)C[C@H]3OCC3)C1